ClC1=CC=C(N=N1)N1C[C@@H](CC1)N(C(OC(C)(C)C)=O)C1CC1 tert-butyl (R)-(1-(6-chloropyridazin-3-yl)pyrrolidin-3-yl)(cyclopropyl)carbamate